C1(CCC1)CC(=O)NC1=CSC(=C1)C1=NC(=CN=C1)C1=CC(=C(C=C1)OCC(=O)N1CCN(CC1)C)OC 2-cyclobutyl-N-{5-[6-(3-methoxy-4-{[2-(4-methylpiperazin-1-yl)-2-oxoethyl]oxy}phenyl)pyrazin-2-yl]thiophen-3-yl}acetamide